5-ethynylnaphth-2-ol C(#C)C1=C2C=CC(=CC2=CC=C1)O